NC1=NC=2C=CC(=CC2C2=C1[C@H](OC2)C)C(=O)N(CC2=NC=C(C=C2)C2CC2)C2CC2 (3R)-4-amino-N-cyclopropyl-N-((5-cyclopropyl-2-pyridinyl)methyl)-3-methyl-1,3-dihydrofuro[3,4-c]quinoline-8-carboxamide